C1(CCCCC1)NC1=CC=C(OC=2C=CC(=C(C(=O)NC)C2)C)C=C1 5-(4-(cyclohexylamino)phenoxy)-N,2-dimethylbenzamide